(±)-trans-N-[8-amino-6-(4-methyl-3-pyridyl)-2,7-naphthyridin-3-yl]-2-(1-tetrahydropyran-2-ylpyrazol-3-yl)cyclopropanecarboxamide Ethyl-(2E,4Z)-deca-2,4-dienoate C(C)OC(\C=C\C=C/CCCCC)=O.NC=1N=C(C=C2C=C(N=CC12)NC(=O)[C@H]1[C@@H](C1)C1=NN(C=C1)[C@@H]1OCCCC1)C=1C=NC=CC1C |&1:36|